O=C1NC(CCC1N1C(N(C2=C1C=CC(=C2)C#CCCCCCCNC(OC(C)(C)C)=O)C)=O)=O tert-butyl (8-(1-(2,6-dioxopiperidin-3-yl)-3-methyl-2-oxo-2,3-dihydro-1H-benzo[d]imidazol-5-yl)oct-7-yn-1-yl)carbamate